FC([C@@H](C)N1N=NC(=C1)C(=O)NCC=1SC(=NN1)C1=CC=CC=C1)F (R)-1-(1,1-difluoropropan-2-yl)-N-((5-phenyl-1,3,4-thiadiazol-2-yl)methyl)-1H-1,2,3-triazole-4-carboxamide